2-N,4-N,6-N-tris[4-(5-methylhexane-2-ylamino)phenyl]-1,3,5-triazine-2,4,6-triamine CC(CCC(C)NC1=CC=C(C=C1)NC1=NC(=NC(=N1)NC1=CC=C(C=C1)NC(C)CCC(C)C)NC1=CC=C(C=C1)NC(C)CCC(C)C)C